C(C)(C)(C)OC(=O)N1CC=C(CC1)B1OC(C)(C)C(C)(C)O1 N-tert-butyl-Oxycarbonyl-1,2,5,6-tetrahydropyridine-4-boronic acid pinacol ester